ClC=1C=NC=C(C1)F 3-Chloro-5-fluoro-pyridine